FC1=C(C=C(C(=C1)F)F)SC=1N=CC(=NC1)N1CCC2([C@@H](C=3N(N=CC3)C2)N)CC1 (S)-1-(5-((2,4,5-trifluorophenyl)thio)pyrazin-2-yl)-4'H,6'H-spiro[piperidine-4,5'-pyrrolo[1,2-b]pyrazol]-4'-amine